6,6',6''-{1,4,7-triazonane-1,4,7-triyltris[methylene(2-hydroxy-5-methyl-3,1-phenylene)methyleneazanediyl]}tri(hexane-1,2,3,4,5-pentol) N1(CCN(CCN(CC1)CC=1C(=C(C=C(C1)C)CNCC(C(C(C(CO)O)O)O)O)O)CC=1C(=C(C=C(C1)C)CNCC(C(C(C(CO)O)O)O)O)O)CC=1C(=C(C=C(C1)C)CNCC(C(C(C(CO)O)O)O)O)O